1-(4-fluorophenylmethyl)-1-((1-methylpiperidin-4-yl)methyl)-3-(4-isobutoxyphenylmethyl)urea FC1=CC=C(C=C1)CN(C(=O)NCC1=CC=C(C=C1)OCC(C)C)CC1CCN(CC1)C